7-fluoro-2-isobutyl-2,8-dimethyl-2,3-dihydro-4H-benzo[e][1,3]oxazin-4-one FC1=C(C2=C(C(NC(O2)(C)CC(C)C)=O)C=C1)C